O=C1N(C(C=C1)=O)CC1CCC(CC1)C(=O)NCCCC[C@@H](N)C(=O)O N6-(4-((2,5-dioxo-2,5-dihydro-1H-pyrrol-1-yl)methyl)cyclohexane-1-carbonyl)-D-lysine